C1(CC1)C1=NN=C2N1C=C(C=C2)C2=C1CN(C(C1=CC=C2)=O)CC(C#N)=C 2-[(4-{3-cyclopropyl-[1,2,4]triazolo[4,3-a]pyridin-6-yl}-1-oxo-2,3-dihydro-1H-isoindol-2-yl)methyl]prop-2-enenitrile